BrC1=CC(=NC=C1)C(C(=O)N)CN1CCN(CC1)C (4-bromopyridin-2-yl)-3-(4-methylpiperazin-1-yl)propanamide